7-chloro-3-(5-(difluoromethyl)-1,3,4-thiadiazol-2-yl)-1-methyl-2-oxo-2,3-dihydro-1H-benzo[d]imidazole-5-sulfonyl fluoride ClC1=CC(=CC2=C1N(C(N2C=2SC(=NN2)C(F)F)=O)C)S(=O)(=O)F